2-(1-(2-chloro-5-methylpyrimidin-4-yl)-3-((2,4-difluorobenzyl)amino)azetidin-3-yl)acetonitrile ClC1=NC=C(C(=N1)N1CC(C1)(NCC1=C(C=C(C=C1)F)F)CC#N)C